OC(=O)C(F)(F)F.NCCNS(N)(=O)=O 1-amino-2-(sulfamylamino)ethane TFA salt